N-(7-((3aR,4R,6R,6aR)-6-(((tert-butyldiphenylsilyl)oxy)methyl)-4-cyano-2,2-dimethyltetrahydrofuro[3,4-d][1,3]dioxol-4-yl)pyrrolo[2,1-f][1,2,4]triazin-4-yl)benzamide [Si](C1=CC=CC=C1)(C1=CC=CC=C1)(C(C)(C)C)OC[C@H]1O[C@@]([C@H]2[C@@H]1OC(O2)(C)C)(C#N)C2=CC=C1C(=NC=NN12)NC(C1=CC=CC=C1)=O